BrC=1C(=NC=CC1)[C@H](C)O (S)-1-(3-bromo-2-pyridinyl)ethanol